OC1=C(C=C(C(=O)C2C(C3CCCN3C23C(C2=CC=CC4=CC=CC3=C24)=O)C2=CC(=CC=C2)OC)C=C1)OC 2'-(4-hydroxy-3-methoxybenzoyl)-1'-(3-methoxyphenyl)-1',2',5',6',7',7a'-hexahydro-2H-spiro[acenaphthylene-1,3'-pyrrolizin]-2-one